C(C)(C)(C)S(=O)(=O)C1=CC=2N(C=C1OCC)N=CC2I 5-(tert-butylsulfonyl)-6-ethoxy-3-iodopyrazolo[1,5-a]pyridine